C1(CC1)C1=NC=NC(=C1C1=NC=C(C(=N1)C(C(=O)OC)(C)C1=CC=C(C=C1)C=1N(C=C(N1)C(F)(F)F)C)OC)OC Methyl 2-(4'-cyclopropyl-5,6'-dimethoxy-[2,5'-bipyrimidin]-4-yl)-2-(4-(1-methyl-4-(trifluoromethyl)-1H-imidazol-2-yl)phenyl)propanoate